N(=O)OCC(C)C nitrous acid, isobutyl ester